BrC1=C(C=CC=C1)C1(CCCC1)CN 1-(2-bromophenyl)cyclopentanemethylamine